[Na].[Na].S(=O)(=O)(O)CCCCOCCCCS(=O)(=O)O Di(4-sulfobutyl) ether disodium